C(C1=CC=CC=C1)OC=1C=C(C(=NC1)[C@H](C)OC)C=1N(C2=CC=C(C=C2C1CC(CO)(C)C)Br)CC (S)-3-(2-(5-(benzyloxy)-2-(1-methoxyethyl)pyridin-3-yl)-5-bromo-1-ethyl-1H-indol-3-yl)-2,2-dimethylpropan-1-ol